OCC(CC(=O)N1CC(CC1)O)N1CCOC2(CCN(C2)C2=CC=C(C=C2)OC(F)(F)F)C1 4-Hydroxy-1-(3-hydroxypyrrolidin-1-yl)-3-{2-[4-(trifluoromethoxy)phenyl]-6-oxa-2,9-diazaspiro[4.5]decan-9-yl}butan-1-one